NOCC(=O)N1CCN(CC1)C1=CC=C(C(=O)NCC2=C(C=C(C=C2)NC(=O)[C@@H]2[C@H](C2)C=2C=NC=CC2)F)C=C1 4-(4-(2-(aminooxy)acetyl)piperazin-1-yl)-N-(2-fluoro-4-((1S,2S)-2-(pyridin-3-yl)cyclopropane-1-carboxamido)benzyl)benzamide